2,2'-(1,4-phenylene)bis(oxirane) C1(=CC=C(C=C1)C1OC1)C1OC1